NC1(CCN(CC1)CC1=C(C=C(C(=C1)Cl)Cl)O)CO 2-((4-amino-4-(hydroxymethyl)piperidin-1-yl)methyl)-4,5-dichlorophenol